C(C=C)(=O)OCCCCCCCCCCC[Si](Cl)(Cl)Cl acryloyloxyundecyltrichlorosilane